ClC1=C(C=C(C(=O)N2CCC(CC2)COCC2CCN(CC2)C(=O)OC(C)(C)C)C=C1)N1C(NC(CC1)=O)=O tert-Butyl 4-(((1-(4-chloro-3-(2,4-dioxotetrahydropyrimidin-1(2H)-yl)benzoyl)piperidin-4-yl)methoxy)methyl)piperidine-1-carboxylate